ethyl 2-amino-1-((3-hydroxy oxetan-3-yl) methyl)-1H-benzo[d]imidazole-5-carboxylate NC1=NC2=C(N1CC1(COC1)O)C=CC(=C2)C(=O)OCC